2-fluoro-1-(3-(4-((3-methyl-4-((1-methyl-1H-benzo[d][1,2,3]triazol-5-yl)oxy)phenyl)amino)pyrido[3,2-d]pyrimidin-6-yl)-9-azabicyclo[3.3.1]non-2-en-9-yl)prop-2-en-1-one trifluoroacetate FC(C(=O)O)(F)F.FC(C(=O)N1C2C=C(CC1CCC2)C=2C=CC=1N=CN=C(C1N2)NC2=CC(=C(C=C2)OC2=CC1=C(N(N=N1)C)C=C2)C)=C